(1R,3s,5S)-3-(difluoromethyl)-8-azabicyclo[3.2.1]octane FC(C1C[C@H]2CC[C@@H](C1)N2)F